3-chloro-8-methoxy-2-(methyl-d3)quinoline-6-carboxylic acid methyl ester COC(=O)C=1C=C2C=C(C(=NC2=C(C1)OC)C([2H])([2H])[2H])Cl